C1(CCCCC1)C1=C(C=C(C=C1)C=1NC=2N(C(C1)=O)N=C(C2C(=O)N2CC(C2)CF)C2=NC=CN=C2C)F 5-(4-cyclohexyl-3-fluoro-phenyl)-3-[3-(fluoromethyl)azetidine-1-carbonyl]-2-(3-methylpyrazin-2-yl)-4H-pyrazolo[1,5-a]pyrimidin-7-one